(5-(benzo[d]oxazol-2-yl)-8-((methyl-d3)amino)-2,7-naphthyridin-3-yl)-2-fluorocyclopropane-1-carboxamide O1C(=NC2=C1C=CC=C2)C2=C1C=C(N=CC1=C(N=C2)NC([2H])([2H])[2H])C2(C(C2)F)C(=O)N